FC=1C=C(C=CC1CN1CCC(CC1)OC)B(O)O (3-FLUORO-4-[(4-METHOXYPIPERIDIN-1-YL)METHYL]PHENYL)BORANEDIOL